NC([C@H](CCC(=O)OC(C)(C)C)N1C(C2=CC=C(C=C2C1)C1=NC(=C(C=C1C(F)(F)F)C#N)N)=O)=O tert-butyl (S)-5-amino-4-(5-(6-amino-5-cyano-3-(trifluoromethyl) pyridin-2-yl)-1-oxoisoindol-2-yl)-5-oxopentanoate